ClC1=C(C=2N=C(N=C3C2C(=N1)OC[C@@H](N3CC3=CN=CO3)C)S(=O)(=O)C)F (S)-5-chloro-4-fluoro-9-methyl-2-(methylsulfonyl)-10-(oxazol-5-ylmethyl)-9,10-dihydro-8H-7-oxa-1,3,6,10-tetraazacyclohepta[de]naphthalene